propenyl-decyl-trimethylsilane C(=CC)C[Si](C)(C)CCCCCCCCCC